Cl.Cl.N[C@H](C(=O)OCC1=CC(=NC(=C1)Cl)Cl)CCCC=1C=NC=CC1 (2,6-Dichloropyridin-4-yl)methyl (S)-2-amino-5-(pyridin-3-yl)pentanoate dihydrochloride